C(C)(C)(C)OC(=O)C(C(=O)O)ON tertbutoxycarbonyl-aminooxyacetic acid